C1(CC1)C=1C=CC(=NC1)NC=1C=C2C=CNC2=CC1 N-(5-cyclopropylpyridin-2-yl)-1H-indol-5-amine